6-bromo-2-[2-(tert-butoxy)ethyl]-2,3-dihydro-1H-isoindol-1-one BrC1=CC=C2CN(C(C2=C1)=O)CCOC(C)(C)C